ethyl-methyl-phosphinic anhydride C(C)P(=O)(C)OP(=O)(CC)C